ClC1=NN(C2=NC(=NC(=C21)N[C@@H]2CC[C@@H](N(C2)C(=O)OCC2=CC=CC=C2)C)Cl)C2OCCCC2 benzyl (2S,5R)-5-((3,6-dichloro-1-(tetrahydro-2H-pyran-2-yl)-1H-pyrazolo[3,4-d]pyrimidin-4-yl)amino)-2-methylpiperidine-1-carboxylate